FC(OC1=NC=C(C(=C1)N1C(C(C2=CC(=C(C=C12)F)C(=O)NC1(SOC1)C)(C)C)=O)F)F 1-(2-(difluoromethoxy)-5-fluoropyridin-4-yl)-6-fluoro-3,3-dimethyl-N-(3-methyl-1,1-dioxathietan-3-yl)-2-oxoindoline-5-carboxamide